FC(C=1C=CC(=NC1)CNC(=O)C1CCC(CC1)NC(OC(C)(C)C)=O)(F)F tert-butyl ((1r,4r)-4-(((5-(trifluoromethyl)pyridin-2-yl)methyl)carbamoyl)cyclohexyl)carbamate